FC(CN1N=CC=2C1=NC(=CN2)NC2C[C@@H]1[C@@H](CN(C1)C1=NC=CC=C1C(F)(F)F)C2)F (3aR,5S,6aS)-N-[1-(2,2-difluoroethyl)-1H-pyrazolo[3,4-b]pyrazin-6-yl]-2-[3-(trifluoromethyl)pyridin-2-yl]-octahydrocyclopenta[c]pyrrol-5-amine